5'H-spiro[furan-3,7'-furo[3,4-d]pyrimidin]-5'-ol N1=CN=CC2=C1C1(OC2O)COC=C1